[Na+].OC1=CC(=CC2=CC(=CC(=C12)O)S(=O)(=O)[O-])S(=O)(=O)[O-].[Na+] 4,5-dihydroxynaphthalene-2,7-disulfonic acid sodium salt